3-(6-methoxypyridin-3-yl)-3-[4-(7H-pyrrolo[2,3-d]pyrimidin-4-yl)-1H-pyrazol-1-yl]propanenitrile trifluoroacetate FC(C(=O)O)(F)F.COC1=CC=C(C=N1)C(CC#N)N1N=CC(=C1)C=1C2=C(N=CN1)NC=C2